(Z)-3-cyano-3-(thiophen-2-yl)acrylic acid C(#N)/C(=C/C(=O)O)/C=1SC=CC1